Cl.Cl.C(#C)C=1C=NC=C(C1)C1NCC=CC1 3-ethynyl-5-(1,2,3,6-tetrahydropyridin-2-yl)pyridine dihydrochloride